CN1C(=NN=C1)C=1C=NC=CC1C1=CC(=CC=C1)[N+](=O)[O-] 3-(4-methyl-4H-1,2,4-triazol-3-yl)-4-(3-nitrophenyl)pyridine